C(C)OC=1C=C(C=2N(C1)N=C1C2C=NN1)C=1C=CC(=NC1)N1CCC2(CN(C2)NC(C2=C(C=CC=C2F)Cl)=O)CC1 N-(7-(5-(6-ethoxy-1H-pyrazolo[3',4':3,4]pyrazolo[1,5-a]pyridin-4-yl)pyridin-2-yl)-2,7-diazaspiro[3.5]nonan-2-yl)-2-chloro-6-fluorobenzamide